BrC=1C=C(C=C(C1)OC1=CC(=CC=C1)Cl)N(C1=C(C=CC=C1C1=CC=CC=C1)C1=CC=CC=C1)C1=CC(=CC=C1)Cl N-(3-bromo-5-(3-chlorophenoxy)phenyl)-N-(3-chlorophenyl)-[1,1':3',1''-terphenyl]-2'-amine